ClC=1C=C(CN2CCN(C3=CC=CC=C23)C(CN2CCCCC2)=O)C=CC1 1-(4-(3-Chlorobenzyl)-3,4-dihydroquinoxalin-1(2H)-yl)-2-(piperidin-1-yl)ethan-1-one